tert-butyl N-[3-[(2S)-2-[[[2-(2,6-dioxo-3-piperidyl)-1,3-dioxo-isoindolin-4-yl]amino] methyl]morpholin-4-yl]propyl]-N-methyl-carbamate O=C1NC(CCC1N1C(C2=CC=CC(=C2C1=O)NC[C@H]1CN(CCO1)CCCN(C(OC(C)(C)C)=O)C)=O)=O